(S)-3-(3-chloro-4-fluorophenyl)-1-cyclopropyl-1-(1-(1-oxo-1,2-dihydroisoquinolin-4-yl)ethyl)urea ClC=1C=C(C=CC1F)NC(N([C@@H](C)C1=CNC(C2=CC=CC=C12)=O)C1CC1)=O